N-(2-fluorophenyl)-6,7-dihydro-6-[3-(trifluoromethyl)phenyl]-5H-pyrrolo[2,1-c]-1,2,4-triazole-7-carboxamide FC1=C(C=CC=C1)NC(=O)C1C(CN2C1=NN=C2)C2=CC(=CC=C2)C(F)(F)F